3-(1-thioxo-6-((4-(p-tolyl)piperazin-1-yl)methyl)isoindolin-2-yl)piperidine-2,6-dione S=C1N(CC2=CC=C(C=C12)CN1CCN(CC1)C1=CC=C(C=C1)C)C1C(NC(CC1)=O)=O